COC(N[C@H](C(=O)NC=1C(N(C=CC1)CC=1NC2=C(C=CC=C2C1)OCC1=C(C=C(C=C1)F)F)=O)CC\C=C\C(=O)N)=O Methyl-(S,E)-(7-amino-1-((1-((7-((2,4-difluorobenzyl)oxy)-1H-indol-2-yl)methyl)-2-oxo-1,2-dihydropyridin-3-yl)amino)-1,7-dioxohept-5-en-2-yl)carbamat